6-amino-5-fluoro-3-(fluoromethyl)quinazolin-4(3H)-one (5-fluoro-3-(fluoromethyl)-4-oxo-3,4-dihydro-quinazolin-6-yl)carbamate FC1=C2C(N(C=NC2=CC=C1NC(O)=O)CF)=O.NC=1C(=C2C(N(C=NC2=CC1)CF)=O)F